heptadec-8-ene CCCCCCCC=CCCCCCCCC